2,2'-((1E,1'E)-(((4-methoxyphenyl)azanediyl)bis(4,1-phenylene))bis(ethene-2,1-diyl))bis(6-(dimethylamino)-1-methylquinolin-1-ium) COC1=CC=C(C=C1)N(C1=CC=C(C=C1)/C=C/C1=[N+](C2=CC=C(C=C2C=C1)N(C)C)C)C1=CC=C(C=C1)/C=C/C1=[N+](C2=CC=C(C=C2C=C1)N(C)C)C